(S)-2-amino-4-((4-(cyclopropylethynyl)-2-oxo-4-(trifluoromethyl)-1,2,3,4-tetrahydroquinazolin-7-yl)-methyl)nicotinonitrile NC1=C(C#N)C(=CC=N1)CC1=CC=C2[C@](NC(NC2=C1)=O)(C(F)(F)F)C#CC1CC1